ClC=1N=C(C2=C(N1)NCC2)Cl 2,4-dichloro-6,7-dihydro-5H-pyrrolo[2,3-d]pyrimidine